N1C[C@H](CCCC1)O (3S)-azepan-3-ol